Cl.F[C@@H]1CNCC[C@H]1OC1CCN(CC1)C(=O)C=1C=C(C=CC1)N1C(NC(CC1)=O)=O 1-(3-(4-(((3R,4R)-3-fluoropiperidin-4-yl)oxy)piperidine-1-carbonyl)phenyl)-dihydropyrimidine-2,4(1H,3H)-dione hydrochloride salt